FC1=CC=C(C=C1)C1=C(C=CC=C1)CN1CCN(CC1)CC=1C=C2CN(C(C2=CC1)=O)C1C(NC(CC1)=O)=O 3-(5-((4-((4'-fluoro-[1,1'-biphenyl]-2-yl)methyl)piperazin-1-yl)methyl)-1-oxoisoindolin-2-yl)piperidine-2,6-dione